NC1=NC=C(C(=C1)N[C@H](CO)C1=CC=CC=C1)C1=NC(=NO1)C1=CC=NC=C1 (S)-2-((2-amino-5-(3-(pyridin-4-yl)-1,2,4-oxadiazol-5-yl)pyridin-4-yl)amino)-2-phenylethan-1-ol